3-(N,N-dimethyl-N-(4-vinyl-phenyl)-ammonio)propionate C[N+](C1=CC=C(C=C1)C=C)(C)CCC(=O)[O-]